N-(2-(5-Amino-5-methylhexahydrocyclopenta[c]pyrrol-2(1H)-yl)-5-((4-(1-cyclopropyl-1H-indol-3-yl)-5-(1H-pyrazol-1-yl)pyrimidin-2-yl)amino)-4-methoxyphenyl)acrylamide NC1(CC2C(CN(C2)C2=C(C=C(C(=C2)OC)NC2=NC=C(C(=N2)C2=CN(C3=CC=CC=C23)C2CC2)N2N=CC=C2)NC(C=C)=O)C1)C